Cl.COC=1C(=C(C=CC1)[C@@H]1NCC[C@@H]1N1CCOCC1)C 4-[(2S,3S)-2-(3-methoxy-2-methyl-phenyl)pyrrolidine-3-yl]morpholine hydrochloride